BrC1=NC=C(C(=N1)C1=CN=C2N1N=C(C(=C2)OC)CC(C)O)F (3-(2-bromo-5-fluoropyrimidin-4-yl)-7-methoxyimidazo[1,2-b]pyridazin-6-yl)propan-2-ol